CN(CCN1N=CC(=C1)C1=CC=C(C=C1)NC1=NC=CC(=N1)NC1=NC(=NC=C1)C1=NC(=CC=C1)C)C N2-[4-[1-[2-(dimethylamino)ethyl]pyrazol-4-yl]phenyl]-N4-[2-(6-methyl-2-pyridyl)pyrimidin-4-yl]pyrimidine-2,4-diamine